tert-butyl 3-(2-(2-(2-((N-((2-azidoethoxy)carbonyl)sulfamoyl)amino)ethoxy)ethoxy)ethoxy)propanoate N(=[N+]=[N-])CCOC(=O)NS(=O)(=O)NCCOCCOCCOCCC(=O)OC(C)(C)C